ClC(CC1=C(C(=CC=C1)CC(C)Cl)O)C 2,6-bis(2-chloropropyl)phenol